N-(2-(4-((dimethylamino)methyl)-4-methyl-piperidin-1-yl)-5-methylphenyl)-5-(tetrahydro-2H-pyran-4-yl)furan-2-carboxamide CN(C)CC1(CCN(CC1)C1=C(C=C(C=C1)C)NC(=O)C=1OC(=CC1)C1CCOCC1)C